FC1(OC2=C(O1)C=CC(=C2)NC2=NC=C(C(=C2)N2C=C(C=C2)C(=O)O)C)F 1-(2-((2,2-difluorobenzo[d][1,3]dioxol-5-yl)amino)-5-methylpyridin-4-yl)-1H-pyrrole-3-carboxylic acid